CC(C)(C)C1=C(C(=CC=C1)C(C)(C)C)O 2,6-bis(1,1-dimethylethyl)-phenol